tert-butyl methyl(1-((6-(1-methyl-1H-pyrazol-4-yl)pyrazolo[1,5-a]pyrazin-4-yl)oxy)bicyclo[4.1.0]heptan-3-yl)carbamate CN(C(OC(C)(C)C)=O)C1CC2(CC2CC1)OC=1C=2N(C=C(N1)C=1C=NN(C1)C)N=CC2